BrC1=C(OCCCOC2OCCCC2)C=CC=C1 2-(3-(2-bromophenoxy)propoxy)tetrahydro-2H-pyran